C(C)(C)(C)OC(=O)N[C@@H](CC(=O)OCC)C=1C=C(C=C(C1F)C(F)(F)F)C1=C(C=C(C=C1O)F)CC Ethyl (S)-3-((tert-butoxycarbonyl)amino)-3-(2'-ethyl-4,4'-difluoro-6'-hydroxy-5-(trifluoromethyl)-[1,1'-biphenyl]-3-yl)propanoate